Cl.N1CCC(CC1)NC1=NC2=C(C=CC=C2C=C1)C(=O)NC1=NC=CC=C1 (piperidin-4-ylamino)-N-(pyridin-2-yl)quinoline-8-carboxamide hydrochloride